FC1=C(C(=CC=C1)F)[C@H]1CC(=NO1)C=1N=C(SC1)C1CCN(CC1)C(CN1N=C(C=C1C)C(F)(F)F)=O 1-(4-{4-[(5R)-5-(2,6-difluorophenyl)-4,5-dihydro-1,2-oxazol-3-yl]-1,3-thiazol-2-yl}piperidin-1-yl)-2-[5-methyl-3-(trifluoromethyl)-1H-pyrazol-1-yl]ethanone